1-cyclopropyl-1H-pyrazol-4-ylboronic acid pinacol ester C1(CC1)N1N=CC(=C1)B1OC(C)(C)C(C)(C)O1